3,4-diaminofuroxan methyl-(E)-1-(3,5-bis(trifluoromethyl)benzyl)-3-(3-(tert-butoxy)-2-cyano-3-oxoprop-1-en-1-yl)-1H-indole-4-carboxylate COC(=O)C=1C=2C(=CN(C2C=CC1)CC1=CC(=CC(=C1)C(F)(F)F)C(F)(F)F)\C=C(\C(=O)OC(C)(C)C)/C#N.NC1=[N+](ON=C1N)[O-]